8-chloro-7-[(2-methyl-3H-benzimidazol-5-yl)oxy]-2-[1-[3-(trifluoromethyl)cyclobutyl]pyrazol-4-yl]quinoxaline ClC=1C(=CC=C2N=CC(=NC12)C=1C=NN(C1)C1CC(C1)C(F)(F)F)OC1=CC2=C(N=C(N2)C)C=C1